C(CCCC)NC(O)=O.O1CCC(CC1)OCC(=O)NN 2-(tetrahydro-2H-pyran-4-yloxy)acethydrazide r-amyl-carbamate